N-(2-(3-(Dimethylamino)azetidin-1-yl)-5-(7'-fluoro-3'-methyl-2'-oxo-2',3'-dihydrospiro[cyclobutane-1,1'-pyrrolo[2,3-c]quinolin]-8'-yl)pyridin-3-yl)ethanesulfonamide formate C(=O)O.CN(C1CN(C1)C1=NC=C(C=C1NS(=O)(=O)CC)C1=CC=2C3=C(C=NC2C=C1F)N(C(C31CCC1)=O)C)C